BrC(C(C)=O)(CBr)C 3,4-dibromo-3-methylbutan-2-one